COC1(CCN(CC1)C1=CC=C(C(=N1)C)C1(CC2(C1)CC(C2)N)N)C(F)(F)F 2-(6-(4-methoxy-4-(trifluoromethyl)piperidin-1-yl)-2-methylpyridin-3-yl)spiro[3.3]heptane-2,6-diamine